C(C)(C)(C)OC(=O)N(CC1CCC1)CC=1N(C2=CC(=CC=C2C1)C(=O)OC)C(=O)OC(C)(C)C 1-tert-butyl 6-methyl 2-[[tert-butoxycarbonyl(cyclobutylmethyl)amino]methyl]indole-1,6-dicarboxylate